Cl.NC1(CCC(CC1)O)C 4-amino-4-methylcyclohexan-1-ol hydrochloride